1-(1'-(5-(((2-hydroxyethyl)amino)methyl)-4-methylthiazole-2-carbonyl)-[4,4'-biindolin]-1-yl)-3-(3-hydroxypyrrolidin-1-yl)propan-1-one OCCNCC1=C(N=C(S1)C(=O)N1CCC=2C(=CC=CC12)C=1C=2CCN(C2C=CC1)C(CCN1CC(CC1)O)=O)C